ClP1C(CC2(OCCO2)CC1(C)C)(C)C 8-Chloro-7,7,9,9-tetramethyl-1,4-dioxa-8-phosphaspiro[4.5]decane